C(C(C)(C)C)C1(NC(=NC(=N1)NC1=CC=NC=C1)C1=CC=CC=C1)N 2-neopentyl-6-phenyl-N4-(pyridin-4-yl)-1,3,5-triazine-2,4-diamine